C(\C=C\C(=O)O)(=O)O.N[C@@H](CCCN)C(=O)O Ornithine fumarate